C(=C\C)/C1=CC=CC=C1 (E)-prop-1-en-1-ylbenzene